(1R,5S,7S)-7-(hydroxymethyl)-7-(methoxymethyl)-1-azabicyclo[3.2.1]octan-6-one OC[C@@]1(C([C@H]2CCCN1C2)=O)COC